BrC1=CC2=CC3=CC(=CC=C3N=C2C=C1)Br 2,7-dibromoacridine